(1-methyl)-1H-pyrrolo[2,3-b]pyridine CN1C=CC=2C1=NC=CC2